4-aminocyclohexan-1-ol NC1CCC(CC1)O